(3R)-3-amino-5-[(4-chlorophenyl)methyl]-8-fluoro-7-[5-[[(1S)-1-methyl-2-(trifluoromethoxy)ethyl]amino]-1,3,4-oxadiazol-2-yl]-1,1-dioxo-2,3-dihydro-1lambda6,5-benzothiazepin-4-one N[C@H]1CS(C2=C(N(C1=O)CC1=CC=C(C=C1)Cl)C=C(C(=C2)F)C=2OC(=NN2)N[C@H](COC(F)(F)F)C)(=O)=O